(2,6-dichloro-5-fluoropyridin-3-yl)methanol ClC1=NC(=C(C=C1CO)F)Cl